allyl-tetraethylene glycol triazide [N-]=[N+]=[N-].[N-]=[N+]=[N-].[N-]=[N+]=[N-].C(C=C)C(COCCOCCOCCO)O